1-(4-Bromophenyl)-2,2,2-trifluoroethan-1-imine BrC1=CC=C(C=C1)C(C(F)(F)F)=N